C(C)N1C=C(C(C2=CC(=C(C(=C12)F)N1CC(NCC1)C)F)=O)C(C=CC1=CC=C(C=C1)Cl)=O 1-ethyl-6,8-difluoro-7-(3-methylpiperazin-1-yl)-3-(4-chlorocinnamoyl)-quinolin-4(1H)-one